2-(1-ethyl-1,2,3,4-tetrahydroquinolin-7-yl)-6,7-dimethoxy-4-(piperidine-1-carbonyl)isoquinolin-1(2H)-one C(C)N1CCCC2=CC=C(C=C12)N1C(C2=CC(=C(C=C2C(=C1)C(=O)N1CCCCC1)OC)OC)=O